C(C=C)N1S(C2=C(C3=C1N=CC=C3)N=C(N=C2)NC2=CC=C(C=C2)N2CC3N(CC2)CCC3)(=O)=O 6-allyl-N-[4-(hexahydropyrrolo[1,2-a]pyrazin-2(1H)-yl)phenyl]-6H-pyrido[2,3-c]pyrimido[4,5-e][1,2]thiazin-2-amine 5,5-dioxide